5-(((S)-1-(2-Chlorophenyl)ethyl)(ethyl)amino)-N-((R,E)-4-(methylsulfonyl)but-3-en-2-yl)pyrimidine-2-carboxamide ClC1=C(C=CC=C1)[C@H](C)N(C=1C=NC(=NC1)C(=O)N[C@H](C)\C=C\S(=O)(=O)C)CC